ClC=1C=CC=C2C(CC(OC12)C1=C(OCC(C(=O)O)(C)C)C=C(C=C1)C(F)(F)F)=O 3-[2-(8-chloro-4-oxo-chroman-2-yl)-5-(trifluoromethyl)phenoxy]-2,2-dimethyl-propionic acid